3-ethyl-3-n-butylglutarate C(C)C(CC(=O)[O-])(CC(=O)[O-])CCCC